FC1=C(C(=C(C(=O)OC(C2=C(C(=C(C=C2)F)C)S(=O)(=O)O)=O)C=C1)S(=O)(=O)O)C (Fluoro)(methyl)sulfobenzoic anhydride